S(=O)(=O)([O-])[O-].[NH2+]1CCOCC1.[NH2+]1CCOCC1 Morpholinium sulfat